C(=O)C=1C=C(C=CC1)NC(C1=CC=C(C=C1)OC)=O N-(3-FORMYLPHENYL)-4-METHOXYBENZAMIDE